N-((1s,3s)-3-(6-((1-((1-((2-(2,6-dioxopiperidin-3-yl)-1,3-dioxoisoindolin-5-yl)glycyl)piperidin-4-yl)methyl)piperidin-4-yl)amino)-9H-purin-9-yl)cyclobutyl)-6-methylpicolinamide O=C1NC(CC[C@@H]1N1C(C2=CC=C(C=C2C1=O)NCC(=O)N1CCC(CC1)CN1CCC(CC1)NC1=C2N=CN(C2=NC=N1)C1CC(C1)NC(C1=NC(=CC=C1)C)=O)=O)=O